C(C#C)OC1=CC=C(C=C2CCC=3C=CC(=CC3C2=O)C(=O)O)C=C1 7-(4-(prop-2-yn-1-yloxy)benzylidene)-8-oxo-5,6,7,8-tetrahydronaphthalene-2-carboxylic acid